(1s,4s)-4-(3-((1,1-dioxido-2,3-dihydrobenzo[b]thiophen-4-yl)amino)-1H-pyrazol-5-yl)cyclohexyl isopropylcarbamate C(C)(C)NC(OC1CCC(CC1)C1=CC(=NN1)NC1=CC=CC=2S(CCC21)(=O)=O)=O